CC=1C=C(C[C@H](N)C(=O)O)C=CC1O 3-methyl-tyrosine